2-methyl-4-(3-thienyl)-3-butyne-2-amine CC(C)(C#CC1=CSC=C1)N